[N+](=[N-])=CC(CC[C@@H](C(=O)OCC1=CC=NC=C1)NC([C@H](C)OC)=O)=O pyridin-4-ylmethyl (S)-6-diazo-2-((S)-2-methoxypropanamido)-5-oxohexanoate